C1(CC1)C([C@@H](C(=O)NC=1C=NN(C1)C(CC(F)F)C1=NN=NN1CC(F)(F)F)NC(=O)C1=NON=C1C)C1CC1 N-[(1S)-1-(dicyclopropyl-methyl)-2-[[1-[3,3-difluoro-1-[1-(2,2,2-trifluoroethyl)-tetrazol-5-yl]propyl]pyrazol-4-yl]amino]-2-oxo-ethyl]-4-methyl-1,2,5-oxadiazole-3-carboxamide